(4aR,8aS)-6-[6-[[3-(trifluoromethyl)indoxazen-5-yl]methyl]-2-azaspiro[3.3]heptane-2-carbonyl]-4,4a,5,7,8,8a-hexahydropyrido[4,3-b][1,4]oxazin-3-one FC(C1=NOC2=CC=C(C=C12)CC1CC2(CN(C2)C(=O)N2C[C@@H]3[C@@H](OCC(N3)=O)CC2)C1)(F)F